(1-(2-(2,3-dichlorophenyl)-5-formylimidazo[2,1-b][1,3,4]thiadiazol-6-yl)-4-methylpiperidin-4-yl)carbamic acid tert-butyl ester C(C)(C)(C)OC(NC1(CCN(CC1)C=1N=C2SC(=NN2C1C=O)C1=C(C(=CC=C1)Cl)Cl)C)=O